The molecule is a member of the class of propane-1,3-diols that is propane-1,3-diol substituted by 4-hydroxy-3-methoxyphenyl groups at positions 1 and 2 respectively. It has a role as a plant metabolite. It is a member of propane-1,3-diols and a member of guaiacols. COC1=C(C=CC(=C1)C(CO)C(C2=CC(=C(C=C2)O)OC)O)O